Cl.C[C@@H]1CN(C[C@@H](N1)C)C=1N=CC(=NC1)C=1N(N=C2C=C(C(=CC12)C(=O)N)OCC)C (5-((3R,5S)-3,5-dimethylpiperazin-1-yl)pyrazin-2-yl)-6-ethoxy-2-methyl-2H-indazole-5-carboxamide hydrochloride